(4S)-4-[(1R)-1-hydroxytriacontyl]-2,2-Dimethyl-oxazolidine-3-carboxylic acid tert-butyl ester C(C)(C)(C)OC(=O)N1C(OC[C@H]1[C@@H](CCCCCCCCCCCCCCCCCCCCCCCCCCCCC)O)(C)C